C(C=C)(=O)O.C(C=C)(=O)O.C(\C=C/C(=O)O)(=O)O maleic acid diacrylate